N1=CC=C(C=C1)C1=CCCN(C1)C(=O)OCCCC butyl 5-(4-pyridyl)-3,6-dihydro-2H-pyridine-1-carboxylate